FC=1C=C(C=C(C1)F)C1=NOC(C1)(C(=O)NC1(COCC1)C(=O)O)C 3-[[3-(3,5-difluorophenyl)-5-methyl-4H-isoxazole-5-carbonyl]amino]tetrahydrofuran-3-carboxylic acid